4,4-difluoro-8-(5,6,7,8-tetrahydro-1,8-naphthyridin-2-yl)octanal FC(CCC=O)(CCCCC1=NC=2NCCCC2C=C1)F